[5-[4-(6-chloro-5-fluoro-indolin-1-yl)quinazolin-6-yl]-3-pyridyl]-pyrrolidin-1-yl-methanone ClC1=C(C=C2CCN(C2=C1)C1=NC=NC2=CC=C(C=C12)C=1C=C(C=NC1)C(=O)N1CCCC1)F